N-(4-(3-hydroxyoxetan-3-yl)phenyl)-4-((6-(trifluoromethyl)benzo[d]thiazol-2-yl)methyl)piperidine-1-carboxamide OC1(COC1)C1=CC=C(C=C1)NC(=O)N1CCC(CC1)CC=1SC2=C(N1)C=CC(=C2)C(F)(F)F